acryloxypropyl-ethyldiethoxysilane C(C=C)(=O)OCCC[Si](OCC)(OCC)CC